(2,4,6-trihydroxy-1,3-phenylene)bis(3-methylbutan-1-one) OC1=C(C(=CC(=C1C(CC(C)C)=O)O)O)C(CC(C)C)=O